C(C1=CC=CC=C1)C1=CC2=C([C@@]3(CCN([C@@H]3CC2)C(=O)C2CCS(CC2)(=O)=O)S(=O)(=O)C2=CC=C(C=C2)F)C=C1 4-[(3aR,9bR)-7-benzyl-9b-(4-fluorobenzenesulfonyl)-1H,2H,3H,3aH,4H,5H,9bH-benzo[e]indole-3-carbonyl]-1λ6-thiane-1,1-dione